2-(1-(6-chloropyridazin-3-yl)ethyl)-5-(5-cyclopropylpyridin-3-yl)-1,3,4-thiadiazole ClC1=CC=C(N=N1)C(C)C=1SC(=NN1)C=1C=NC=C(C1)C1CC1